(R)-N-(2-fluoro-3-hydroxy-3-methylbutyl)-4-(isopropylamino)-6-(pyridin-2-yl)pyrrolo[1,2-b]pyridazine-3-carboxamide F[C@H](CNC(=O)C1=C(C=2N(N=C1)C=C(C2)C2=NC=CC=C2)NC(C)C)C(C)(C)O